OC1=C(C2=C(NN=N2)C=C1)C1=CC=CC=C1 Hydroxyphenylbenzo-triazole